2,2'-[[(2-Pyridinylmethyl)imino]bis(methylene)]bis[phenol] N1=C(C=CC=C1)CN(CC1=C(C=CC=C1)O)CC1=C(C=CC=C1)O